N-((3R,4S)-4-((6-(2,6-dichloro-3,5-di-methoxyphenyl)-8-((2,2,2-trifluoroeth-yl)amino)pyrido[3,4-d]pyrimidin-2-yl)amino)tetrahydrofuran-3-yl)acryl-amide ClC1=C(C(=C(C=C1OC)OC)Cl)C1=CC2=C(N=C(N=C2)N[C@H]2[C@H](COC2)NC(C=C)=O)C(=N1)NCC(F)(F)F